5-[(2S,5R)-1-[2-[(6-Amino-5-ethyl-3-pyridyl)amino]-2-oxo-acetyl]-5-methyl-2-piperidyl]thiophene-2-carboxamide NC1=C(C=C(C=N1)NC(C(=O)N1[C@@H](CC[C@H](C1)C)C1=CC=C(S1)C(=O)N)=O)CC